4-(4-((4-(methylsulfonyl)benzyl)oxy)phenyl)-N-(3-phenoxypropyl)-1H-imidazole-1-carboxamide CS(=O)(=O)C1=CC=C(COC2=CC=C(C=C2)C=2N=CN(C2)C(=O)NCCCOC2=CC=CC=C2)C=C1